3,9-bis[2,4-di-tert-butyl-phenoxy]-2,4,8,10-tetraoxa-3,9-diphosphaspiro[5.5]-undecane C(C)(C)(C)C1=C(OP2OCC3(CO2)COP(OC3)OC3=C(C=C(C=C3)C(C)(C)C)C(C)(C)C)C=CC(=C1)C(C)(C)C